N-(4-(5-(2-(4,4-Difluoropiperidin-1-yl)-6-methylpyridin-4-yl)-1,3,4-oxadiazol-2-yl)-3-(6-azaspiro[2.5]octan-6-yl)phenyl)-2-hydroxyethane-1-sulfonamide FC1(CCN(CC1)C1=NC(=CC(=C1)C1=NN=C(O1)C1=C(C=C(C=C1)NS(=O)(=O)CCO)N1CCC2(CC2)CC1)C)F